CC1=CC=CC(=C1)N1N=CC=C1 2-methyl-4-(1H-pyrazol-1-yl)benzene